ClC1=C(C=C2C(=NNC2=C1)CCC(=O)O)C1=CC=C(C=C1)C1=C(C(=CC=C1)OC(F)F)O 3-(6-chloro-5-(3'-(difluoromethoxy)-2'-hydroxy-[1,1'-biphenyl]-4-yl)-1H-indazol-3-yl)-propanoic acid